FC1(CN(CC1)C(=O)[C@H]([C@H](CC)C)NC(=O)C1=CC2=C(S1)C=CC=C2)F N-[(1S,2S)-1-[(3,3-difluoro-1-pyrrolidinyl)carbonyl]-2-methylbutyl]-benzo[b]thiophene-2-carboxamide